BrC=1C=CC(=NC1[N+](=O)[O-])N1CCOCC1 4-(5-Bromo-6-nitropyridin-2-yl)morpholine